2-[[6-(carboxy)-pyridin-2-yl]-methylamino]ethane C(=O)(O)C1=CC=CC(=N1)N(CC)C